3-(4-(6-methoxypyridin-3-yl)phenyl)-1-phenyl-1H-pyrazol-5(4H)-one COC1=CC=C(C=N1)C1=CC=C(C=C1)C1=NN(C(C1)=O)C1=CC=CC=C1